[Si](C1=CC=CC=C1)(C1=CC=CC=C1)(C(C)(C)C)OC[C@H]1N(CC1)CCCCC(=O)OCC ethyl 5-[(2S)-2-[[tert-butyl(diphenyl)silyl]oxymethyl]azetidin-1-yl]pentanoate